N1-(5-chloro-2-ethoxybenzyl)cyclohexane-1,4-diamine hydrochloride Cl.ClC=1C=CC(=C(CNC2CCC(CC2)N)C1)OCC